tert-butyl 3-((5-bromo-3-(difluoromethoxy)pyrazin-2-yl)amino)pyrrolidine-1-carboxylate BrC=1N=C(C(=NC1)NC1CN(CC1)C(=O)OC(C)(C)C)OC(F)F